tert-butyl 4-(4-(2,6-difluoro-4-(2-(3-(trifluoromethyl)phenyl)acetamido)phenyl)-1H-pyrazol-1-yl)piperidine-1-carboxylate FC1=C(C(=CC(=C1)NC(CC1=CC(=CC=C1)C(F)(F)F)=O)F)C=1C=NN(C1)C1CCN(CC1)C(=O)OC(C)(C)C